C[C@@H]1CN(CCC1=O)C(=O)O |r| racemic-3-methyl-4-oxopiperidine-1-carboxylic acid